FC(C=1C(=C(C=CC1)[C@@H](C)NC=1C2=C(N=C(N1)C)N=C(C(=C2)C2=CCN(CC2)C(CF)=O)OCC)F)F (R)-1-(4-(4-((1-(3-(difluoromethyl)-2-fluorophenyl)ethyl)amino)-7-ethoxy-2-methylpyrido[2,3-d]pyrimidin-6-yl)-5,6-dihydropyridin-1(2H)-yl)-2-fluoroethan-1-one